FC1=C(C=CC=C1)C1=NC(=NO1)C=1C=CC(=C(C(=O)O)C1)O 5-(5-(2-Fluorophenyl)-1,2,4-oxadiazol-3-yl)-2-hydroxybenzoic acid